5-[4-[(R)-amino(4,5-dichloro-2-hydroxyphenyl)methyl]piperidine-1-carbonyl]-1,3-oxazolidin-2-one N[C@H](C1CCN(CC1)C(=O)C1CNC(O1)=O)C1=C(C=C(C(=C1)Cl)Cl)O